2',6'-diisopropyloxy-1,1'-biphenyl C(C)(C)OC1=C(C(=CC=C1)OC(C)C)C1=CC=CC=C1